N-(2-Ethylhexyl)-5-norbornene-2,3-dicarboximide C(C)C(CN1C(=O)C2C3C=CC(C2C1=O)C3)CCCC